6-(4-formyl-2H-1,2,3-triazol-2-yl)-2,4-dimethylpyridine-3-carbonitrile C(=O)C1=NN(N=C1)C1=CC(=C(C(=N1)C)C#N)C